(rac)-((1s,3s)-3-Hydroxy-3-methylcyclobutyl)(2-(4-(trifluoromethyl)phenyl)-8-azaspiro[4.5]decan-8-yl)methanon OC1(CC(C1)C(=O)N1CCC2(CC[C@H](C2)C2=CC=C(C=C2)C(F)(F)F)CC1)C |r|